6-(2,4-Dimethoxypyrimidin-5-yl)-4-[3-[2-[4-(trifluoromethyl)-1-piperidinyl]ethoxy]pyrrolidin-1-yl]furo[2,3-d]pyrimidine COC1=NC=C(C(=N1)OC)C1=CC2=C(N=CN=C2N2CC(CC2)OCCN2CCC(CC2)C(F)(F)F)O1